[Si](C)(C)(C(C)(C)C)OCC=1N=C(SC1S(=O)(=O)NC(NC1=C2CCCC2=C(C=2CCCC12)C#N)=O)C(C)(C)O 4-((tert-butyldimethylsilyloxy)methyl)-N-(8-cyano-1,2,3,5,6,7-hexahydros-indacen-4-ylcarbamoyl)-2-(2-hydroxypropan-2-yl)thiazole-5-sulfonamide